FC=1C(=C(C=C2NC(C=3N(C12)C(=NN3)C)(C)C)OC)C3=C1C=CN(C1=CC(=C3)F)CCOC 9-Fluoro-8-[6-fluoro-1-(2-methoxy-ethyl)-1H-indol-4-yl]-7-methoxy-1,4,4-trimethyl-5H-[1,2,4]triazolo[4,3-a]quinoxaline